N-(2-amino-1,2-diphenylethyl)pentafluorobenzenesulfonamide NC(C(C1=CC=CC=C1)NS(=O)(=O)C1=C(C(=C(C(=C1F)F)F)F)F)C1=CC=CC=C1